FC1=CC=C(C=C1)C=C=O (4-fluorophenyl)ethenone